(4-bromo-3-chlorophenyl)(2-fluoro-2-(5-(1-(2-methoxyphenyl)ethyl)thiazol-2-yl)-1,1-dioxidothiomorpholino)methanone BrC1=C(C=C(C=C1)C(=O)N1CC(S(CC1)(=O)=O)(C=1SC(=CN1)C(C)C1=C(C=CC=C1)OC)F)Cl